CC=1C=C2C(C=C(OC2=C(C1)C(C)NC1=C(C(=O)O)C=CC=C1)C1=CC=2N(C=C1)N=CC2)=O 2-[1-(6-Methyl-4-oxo-2-pyrazolo[1,5-a]pyridin-5-yl-chromen-8-yl)ethylamino]benzoic acid